5-bromo-7-chloro-1-(cis-3-hydroxy-3-methylcyclobutyl)-3H-1,3-benzodiazol-2-one BrC1=CC2=C(N(C(N2)=O)C2CC(C2)(C)O)C(=C1)Cl